C1(=CC=CC2=CC=CC=C12)NC(NC(CCCCCCCCCC)=O)=S 3-(1-naphthyl)-1-undecanoyl-thiourea